CC=1C2=C(N=NC1C1=C(C=C(C=C1)C(F)(F)F)O)N(CCC2)C2=NN(C=C2)C2OCC2 2-{4-methyl-8-[1-(oxetan-2-yl)-1H-pyrazol-3-yl]-5,6,7,8-tetrahydropyrido[2,3-c]pyridazin-3-yl}-5-(trifluoromethyl)phenol